4-(difluoromethyl)-13-(2,6-difluorophenyl)-11-methyl-7-thia-9,12-diazatricyclo[6.5.0.02,6]trideca-1(8),2(6),12-trien-10-imine FC(C1CC=2C=3C(=NC(C(NC3SC2C1)=N)C)C1=C(C=CC=C1F)F)F